fluorodecanoyl-glycine FCCCCCCCCCC(=O)NCC(=O)O